C1(=CC=CC=C1)N1C(C=2C(C1=O)=CC=CC2)=O N-phenylphthalimide